(2S)-5,5-Dimethyl-2-((3S)-3-methyl-2-((S)-3-methyl-2-((S)-pyrrolidine-2-carboxamido)butanamido)pentanamido)hexanoic acid CC(CC[C@@H](C(=O)O)NC(C([C@H](CC)C)NC([C@H](C(C)C)NC(=O)[C@H]1NCCC1)=O)=O)(C)C